C1(CC1)CN(C=1C=CC2=C(C(=C(O2)C)C(=O)O)C1)C(C)C 5-((cyclopropylmethyl)(isopropyl)amino)-2-methylbenzofuran-3-carboxylic acid